1-(8Z,11Z,14Z-eicosatrienoyl)-2-(9Z-octadecenoyl)-glycero-3-phosphocholine CCCCCCCC/C=C\CCCCCCCC(=O)O[C@H](COC(=O)CCCCCC/C=C\C/C=C\C/C=C\CCCCC)COP(=O)([O-])OCC[N+](C)(C)C